4-(5-((1H-indol-6-yl)sulfonyl)-5,8-diazaspiro[3.5]nonan-8-yl)phenol N1C=CC2=CC=C(C=C12)S(=O)(=O)N1C2(CCC2)CN(CC1)C1=CC=C(C=C1)O